(2S)-1-[2-[4-[methyl(2-quinolyl)amino]-1-piperidyl]acetyl]pyrrolidine-2-carbonitrile CN(C1CCN(CC1)CC(=O)N1[C@@H](CCC1)C#N)C1=NC2=CC=CC=C2C=C1